(tert-butyl 6-bromothiazolo[5,4-b]pyridin-2-yl) carbamate C(N)(OC=1SC2=NC(=C(C=C2N1)Br)C(C)(C)C)=O